1-{[(4aR,6R,8aR)-2-amino-3-cyano-8-methyl-4,4a,5,6,7,8,8a,9-octahydrothieno[3,2-g]quinolin-6-yl]carbonyl}-3-[2-(dimethylamino)ethyl]-1-propylurea NC1=C(C=2C[C@H]3C[C@H](CN([C@@H]3CC2S1)C)C(=O)N(C(=O)NCCN(C)C)CCC)C#N